trans-N-(3-(1-Cyclopropyl-1H-pyrazol-4-yl)phenyl)-4-hydroxy-N-((trans-4-(6-methoxy-5-methylpyridin-3-yl)cyclohexyl)methyl)cyclohexanecarboxamide C1(CC1)N1N=CC(=C1)C=1C=C(C=CC1)N(C(=O)[C@@H]1CC[C@H](CC1)O)C[C@@H]1CC[C@H](CC1)C=1C=NC(=C(C1)C)OC